ClC1=C(C=2N=C(N=C(C2C=N1)N1CC2(CC(C2)O)CCC1)OC[C@]12CCCN2C[C@@H](C1)F)F (2S,4s)-6-(7-Chloro-8-fluoro-2-(((2R,7aS)-2-fluorotetrahydro-1H-pyrrolizin-7a(5H)-yl)methoxy)pyrido[4,3-d]pyrimidin-4-yl)-6-azaspiro[3.5]nonan-2-ol